FC1=CC=C(C=C1)[C@@H]1N(CCC2=CC=CC=C12)C(=O)NC1CC(C1)(C)NC(OC(C)(C)C)=O tert-butyl (trans-3-((S)-1-(4-fluorophenyl)-1,2,3,4-tetrahydroisoquinoline-2-carboxamido)-1-methylcyclobutyl)carbamate